[Na+].[Na+].P(=O)(OCC(O)CO)([O-])[O-] glyceryl phosphate disodium salt